N1=CC(=CC=C1)COC1=C(C=2C(=NON2)C(=C1)OCC=1C(=C(C=CC1)C1=CC=CC=C1)Cl)CN[C@H](CO)C(=O)O N-((5-(pyridin-3-ylmethoxy)-7-((2-chloro-[1,1'-biphenyl]-3-yl)methoxy)benzo[c][1,2,5]oxadiazol-4-yl)methyl)-D-serine